C(=O)(O)C(O)C(O)C(=O)O.NC=1SC2=C(N1)CC[C@@H](C2)N (S)-2,6-diamino-4,5,6,7-tetrahydrobenzothiazole tartrate